ClC1=C(C(=O)NCC=2C=NC(=CC2)OC)C(=CC=C1)OCC 2-chloro-6-ethoxy-N-((6-methoxypyridin-3-yl)methyl)benzamide